CN1C=NC=2N=C(NC(C12)=O)N 7-methyl-guanine